(Z)-N-(5-((6-(3-(5-(tert-butyl)isoxazol-3-yl)ureido)-2-oxindol-3-ylidene)methyl)-2,4-dimethyl-1H-pyrrol-3-yl)-3-(diethylamino)propanamide C(C)(C)(C)C1=CC(=NO1)NC(NC1=CC=C2/C(/C(NC2=C1)=O)=C/C1=C(C(=C(N1)C)NC(CCN(CC)CC)=O)C)=O